N1=C(N=CC=C1)C1(CC1)NC(=O)[C@H]1CN(CC[C@@H]1NC(=O)C1=NOC(=N1)C1=C(C=C(C=C1)F)F)CC1CC1 (3S,4S)-1-Cyclopropylmethyl-4-{[5-(2,4-difluoro-phenyl)-[1,2,4]oxadiazole-3-carbonyl]-amino}-piperidine-3-carboxylic acid (1-pyrimidin-2-yl-cyclopropyl)-amide